C(C)(C)(C)N(C(O)=O)CCCCCCOC1=C2C(N(C(C2=CC=C1)=O)C1C(NC(CC1)=O)=O)=O.C1(=CC=CC=C1)[Si](O[Si](C)(C)C)(O[Si](C)(C)C)O[Si](C)(C)C phenyltris(trimethylsiloxy)silane tert-butyl-(6-((2-(2,6-dioxopiperidin-3-yl)-1,3-dioxoisoindolin-4-yl)oxy)hexyl)carbamate